4-[[1-[(1S)-1-[(2S,4R)-4-hydroxy-2-(methylcarbamoyl)pyrrolidine-1-carbonyl]-2,2-dimethyl-propyl]triazol-4-yl]methoxy]benzoic acid O[C@@H]1C[C@H](N(C1)C(=O)[C@H](C(C)(C)C)N1N=NC(=C1)COC1=CC=C(C(=O)O)C=C1)C(NC)=O